lanthanum fluoride salt [F-].[La+3].[F-].[F-]